NC1=NC(=CC2=CC(=NC=C12)NC(=O)[C@H]1[C@H](C1)F)C1=C(C=C(C(=O)NC)C=C1)C 4-(1-amino-6-((cis)-2-fluorocyclopropanecarboxamido)-2,7-naphthyridin-3-yl)-N,3-dimethylBenzamide